C(CCC)C(C(=O)O)=C.C(C=C)(=O)OCCCC n-butyl acrylate (butyl acrylate)